[N+](=O)([O-])C1CCC(CC1)C(=O)O 4-Nitrocyclohexanecarboxylic acid